L-2-amino-3-(3,4-dimethoxyphenyl)-N,2-dimethylpropionamide NC(C(=O)NC)(CC1=CC(=C(C=C1)OC)OC)C